CC1=CC=2C(=NC=CC2C2=CC(NC(=C2)N2C(CCCC2)C(F)(F)F)=O)N1 4-(2-methyl-1H-pyrrolo[2,3-b]pyridin-4-yl)-6-[2-(trifluoromethyl)-1-piperidinyl]-1H-pyridin-2-one